di-tert-butyl (4,5,6,7-tetrafluoro-3-oxo-3H-spiro[isobenzofuran-1,9'-xanthene]-3',6'-diyl)dicarbamate FC1=C2C(OC3(C4=CC=C(C=C4OC=4C=C(C=CC34)NC(OC(C)(C)C)=O)NC(OC(C)(C)C)=O)C2=C(C(=C1F)F)F)=O